C(C1=CC=CC=C1)(=O)C1(C(=O)NC(C1)=O)S(=O)(=O)O benzoylsulfosuccinimide